Acetic acid (rel)-(3R,4R)-1-cyano-4-(cyanomethyl)-3-methyl-7-oxooct-3-yl ester C(#N)CC[C@@]([C@H](CCC(C)=O)CC#N)(C)OC(C)=O |o1:4,5|